(R)-6-chloro-3-((1-(3,6-dimethyl-2-(6-(1-methyl-1H-pyrazol-3-yl)pyridin-3-yl)-4-oxo-3,4-dihydroquinazolin-8-yl)ethyl)amino)-N-(methylsulfonyl)picolinamide ClC1=CC=C(C(=N1)C(=O)NS(=O)(=O)C)N[C@H](C)C=1C=C(C=C2C(N(C(=NC12)C=1C=NC(=CC1)C1=NN(C=C1)C)C)=O)C